C(#N)C(C(=O)O[C@H](C)C1=CC=CC=C1)(CO)C (R)-1-phenylethyl 2-cyano-3-hydroxy-2-methylpropanoate